C(C)(=O)N1[C@H](CCC2=CC(=CC=C12)C=1C=C(C(=O)NCC=2N=C3N(C=C(N=C3N3CCOCC3)Br)C2)C=CC1)C (S)-3-(1-acetyl-2-methyl-1,2,3,4-tetrahydroquinolin-6-yl)-N-((6-bromo-8-morpholinoimidazo[1,2-a]pyrazin-2-yl)methyl)benzamide